FC1=CC2=C(N(C(C(N2C)=O)=O)C2CCN(CC2)C2=NC=C(C=N2)S(=O)(=O)NCCC)N=C1 2-(4-(7-fluoro-1-methyl-2,3-dioxo-2,3-dihydropyrido[2,3-b]pyrazin-4(1H)-yl)piperidin-1-yl)-N-propylpyrimidine-5-sulfonamide